C(C)(C)(C)[C@@]1(N(C[C@H](CC1)C)C(=O)OC(C)C=1C=C2C(=CN1)OCC2)C2=CC=C(C=C2)CN |r| 1-(2,3-dihydrofuro[2,3-c]pyridin-5-yl)ethan-1-ol rac-tert-butyl-(2R,5S)-2-[4-(aminomethyl)phenyl]-5-methyl-piperidine-1-carboxylate